ClC1=C(C=CC(=C1)Cl)C1(CC1)C1=NOC(=N1)C1=CC(=NN1CC(=O)N)C(F)F 2-(5-(3-(1-(2,4-dichlorophenyl)cyclopropyl)-1,2,4-oxadiazol-5-yl)-3-(difluoromethyl)-1H-pyrazol-1-yl)acetamide